benzyl (3R)-3-[(tert-butoxycarbonyl)amino]-4-hydroxybutanoate C(C)(C)(C)OC(=O)N[C@H](CC(=O)OCC1=CC=CC=C1)CO